[Si](C1=CC=CC=C1)(C1=CC=CC=C1)(C(C)(C)C)OC[C@@]12C[C@H](CN2CC(C1)(O)C)F (6R,7aS)-7a-(((tert-Butyldiphenylsilyl)oxy)methyl)-6-fluoro-2-methylhexahydro-1H-pyrrolizin-2-ol